3-(1-(2-fluoroacryloyl)-3-methylazetidin-3-yl)-1-(4-(trifluoromethyl)phenyl)-1,3-dihydro-2H-imidazo[4,5-b]pyridin-2-one FC(C(=O)N1CC(C1)(C)N1C(N(C=2C1=NC=CC2)C2=CC=C(C=C2)C(F)(F)F)=O)=C